methyl (R)-4-(2-bromo-4-fluorophenyl)-6-(bromomethyl)-2-(thiazol-2-yl)-1,4-dihydropyrimidine-5-carboxylate BrC1=C(C=CC(=C1)F)[C@@H]1N=C(NC(=C1C(=O)OC)CBr)C=1SC=CN1